methyl (2E)-2-[2-(aminooxymethyl) phenyl]-2-methoxyimino-acetate NOCC1=C(C=CC=C1)\C(\C(=O)OC)=N/OC